[O-]CCCC.[Na+] sodium butoxide salt